1-Benzyl N-[2-[[[2-(2,6-dioxo-3-piperidyl)-1,3-dioxo-isoindolin-4-yl]amino]methyl]spiro[3.5]nonan-7-yl]-N-methyl-carbamate O=C1NC(CCC1N1C(C2=CC=CC(=C2C1=O)NCC1CC2(C1)CCC(CC2)N(C(OCC2=CC=CC=C2)=O)C)=O)=O